CN1C=CC2=C1N=CC=C2C(=O)NC2CCC(CC2)NC2=CC(=NC1=CC=CC=C21)C(F)(F)F 1-methyl-N-[(1s,4s)-4-{[2-(trifluoromethyl)quinolin-4-yl]amino}cyclohexyl]-1H-pyrrolo[2,3-b]pyridine-4-carboxamide